bis-(biphenyl-4-yl)-amine C1(=CC=C(C=C1)NC1=CC=C(C=C1)C1=CC=CC=C1)C1=CC=CC=C1